OC1=CC=C(C=C1)CC(CC1=CC=C(C=C1)O)C1=CC=C(C=C1)O 1,2,3-tris(4-hydroxyphenyl)propane